(S)-1-((R)-3-AMINO-1-(4-((4-AMINOPYRROLO[2,1-F][1,2,4]TRIAZIN-5-YL)METHYL)-6-(2,5-DIFLUORO-4-METHOXYPHENYL)PYRIDIN-3-YL)PIPERIDIN-3-YL)-2,2-DIFLUOROETHAN-1-OL N[C@]1(CN(CCC1)C=1C=NC(=CC1CC=1C=CN2N=CN=C(C21)N)C2=C(C=C(C(=C2)F)OC)F)[C@@H](C(F)F)O